CN1CC(CC1)COC1=CC=CC=C1C#N 6-[(1-methylpyrrolidin-3-yl)methoxy]benzonitrile